OC1=CC=C(C=C1)C=1C(OCC1C1=CC=C(C=C1)O)=O 3,4-bis(4-hydroxyphenyl)furan-2(5H)-one